beta-hydroxyisobutyl tertiary butyl peroxide C(C)(C)(C)OOCC(C)(C)O